Methyl 2-(((2R,4S)-4-((2-((4-cyano-2-fluorophenoxy)methyl)pyrimidin-4-yl)oxy)-2-(trifluoromethyl)piperidin-1-yl)methyl)-1-(((S)-oxetan-2-yl)methyl)-1H-benzo[d]imidazole-6-carboxylate C(#N)C1=CC(=C(OCC2=NC=CC(=N2)O[C@@H]2C[C@@H](N(CC2)CC2=NC3=C(N2C[C@H]2OCC2)C=C(C=C3)C(=O)OC)C(F)(F)F)C=C1)F